NC1=C(C=C(C=C1)C1=CC2=C(C(N(C=C2)C(C(=O)NN(CC(=O)OCC)C(CF)=O)C)=O)N1)Cl Ethyl N-(2-(2-(4-amino-3-chlorophenyl)-7-oxo-1,7-dihydro-6H-pyrrolo[2,3-c]pyridin-6-yl)propanamido)-N-(2-fluoroacetyl)glycinate